4-[(3-chloro-4-fluorophenyl)amino]-6-{1-[(N-methyl-N-2-methoxyethyl-amino)-carbonyl]-piperidine-4-yloxy}-7-methoxy-quinazoline ClC=1C=C(C=CC1F)NC1=NC=NC2=CC(=C(C=C12)OC1CCN(CC1)C(=O)N(CCOC)C)OC